COC1C/C(/C2=CC=CC=C12)=C\CN1CCC1 1-[(E)-2-(3-Methoxy-1-indanylidene)ethyl]azetidine